OB1OCC2=C1C(=C(C=C2)C(=O)N[C@@H](C(C)C)C(=O)OCC(C)(C)O)C 2-hydroxy-2-methylpropyl (1-hydroxy-7-methyl-1,3-dihydrobenzo[c][1,2]oxaborole-6-carbonyl)-L-valinate